C1OCC12CCN(CC2)C=2C=C(C=CC2)C=2N=C(SC2)NC(CNC(=O)C2=CN(C=C2)C(C)(C)C)=O N-(2-((4-(3-(2-oxa-7-azaspiro[3.5]nonan-7-yl)phenyl)thiazol-2-yl)amino)-2-oxoethyl)-1-(tert-butyl)-1H-pyrrole-3-carboxamide